CC1=NC(=NO1)C1=CC=C2C=CN=C(C2=C1)NC1CC(C1)C(=O)OC methyl (1s,3s)-3-{[7-(5-methyl-1,2,4-oxadiazol-3-yl)isoquinolin-1-yl]amino}cyclobutane-1-carboxylate